3-(4-aminopyridin-2-yl)oxetan NC1=CC(=NC=C1)C1COC1